6-methyl-4-(1-(2-morpholinoethyl)-2-oxo-5-phenyl-1,2-dihydropyridin-4-yl)-1-tosyl-2-(1-(trifluoromethyl)-1H-pyrazol-4-yl)-1,6-dihydro-7H-pyrrolo[2,3-c]pyridin-7-one CN1C(C2=C(C(=C1)C1=CC(N(C=C1C1=CC=CC=C1)CCN1CCOCC1)=O)C=C(N2S(=O)(=O)C2=CC=C(C)C=C2)C=2C=NN(C2)C(F)(F)F)=O